4,4'-dichloroazobenzene ClC1=CC=C(C=C1)N=NC1=CC=C(C=C1)Cl